ClC1=C(C=CC=C1C(C)NC)N1C=NC(=C1)C1=NC(=NC=C1C(F)(F)F)NC1CCN(CC1)S(=O)(=O)C 4-(1-(2-Chloro-3-(1-(methylamino)ethyl)phenyl)-1H-imidazol-4-yl)-N-(1-(methylsulfonyl)piperidin-4-yl)-5-(trifluoro-methyl)pyrimidin-2-amine